3-(3,4-difluoro-2-methoxy-phenoxy)-5,6-dimethyl-pyridazine-4-carbonitrile FC=1C(=C(OC=2N=NC(=C(C2C#N)C)C)C=CC1F)OC